OC1=NOC=C1 3-hydroxyisoxazol